[O-2].[Ti+4].[La+3] lanthanum-titanium oxide